(S)-1-t-butoxycarbonyl-2-pyrrolidinemethanol C(C)(C)(C)OC(=O)N1[C@@H](CCC1)CO